N,N'-di-tert-Butoxycarbonyl-N'-hydroxyguanidine C(C)(C)(C)OC(=O)NC(=N)N(O)C(=O)OC(C)(C)C